CO[C@H]1CC[C@H](CC1)NC=1N=CC2=C(N1)NC=C2C=2C=CC=1N(N2)C(=CN1)C N-(cis-4-methoxycyclohexyl)-5-(3-methylimidazo[1,2-b]pyridazin-6-yl)-7H-pyrrolo[2,3-d]pyrimidin-2-amine